ClC=1C=C(C=C(C1)Cl)C=1C=CC=C2C(C(=C(OC12)C)C(=O)N[C@H]1CCC2=CC=CC=C12)C 8-(3,5-dichlorophenyl)-N-[(1S)-2,3-dihydro-1H-inden-1-yl]-2,4-dimethyl-4H-chromen-3-carboxamide